FC1CC2(C(CNC2)C1)CO (cis-5-fluorohexahydrocyclopenta[c]pyrrol-3a(1H)-yl)methanol